NC=1C2=C(N=CN1)N(C(=C2C2=CC=C(C=C2)OC2CCCC2)C2=CC=C(C=C2)NC(C(=C)C)=O)C N-(4-(4-amino-5-(4-(cyclopentyloxy)phenyl)-7-methyl-7H-pyrrolo[2,3-d]pyrimidin-6-yl)phenyl)methacrylamide